CNC1=CC=NC=2N1N=CC2C(=O)NN2CCCC2 7-(methylamino)-N-(pyrrolidin-1-yl)pyrazolo[1,5-a]pyrimidine-3-carboxamide